CC=1C(=NNC1)C1CN(CCC1)C(=O)[O-] 3-(4-methyl-1H-pyrazol-3-yl)piperidine-1-carboxylate